N-hydroxy-4-(4-methoxybenzyl)-2-(morpholine-4-carbonyl)-3,4-dihydro-2H-benzo[b][1,4]oxazine-6-carboxamide ONC(=O)C1=CC2=C(OC(CN2CC2=CC=C(C=C2)OC)C(=O)N2CCOCC2)C=C1